4-methyl-(1-isocyanato)benzophenone CC1=CCC(C(=O)C2=CC=CC=C2)(C=C1)N=C=O